2-(2,4-dimethoxybenzoyl)benzoic acid COC1=C(C(=O)C2=C(C(=O)O)C=CC=C2)C=CC(=C1)OC